rac-(3aR,5R,7S,7aR)-1,3,3,5,7-pentamethyl-5-(2,4,5-trimethylphenyl)octahydrobenzo[c]isoxazole CN1OC([C@H]2[C@H]1[C@H](C[C@](C2)(C2=C(C=C(C(=C2)C)C)C)C)C)(C)C |r|